2-(6-amino-5-((3-(piperazin-1-ylmethyl)phenyl)ethynyl)pyridazin-3-yl)phenol NC1=C(C=C(N=N1)C1=C(C=CC=C1)O)C#CC1=CC(=CC=C1)CN1CCNCC1